Cl.FC([C@@H](C)O[C@@H]([C@H](N)C(=O)O)C)(F)F O-((R)-1,1,1-Trifluoropropan-2-yl)-L-threonine hydrochloride